6-(cyclopropylmethyl)-1-ethyl-N-(1-(3,4,5-trimethoxyphenyl)-1H-imidazol-4-yl)-1H-pyrazolo[3,4-d]pyrimidin-4-amine C1(CC1)CC1=NC(=C2C(=N1)N(N=C2)CC)NC=2N=CN(C2)C2=CC(=C(C(=C2)OC)OC)OC